2-((4-chlorophenyl)sulfonylamino)-N-(furan-2-ylmethyl)benzamide (2,6-dichloropyridin-4-yl)methyl-O-isobutyl-L-homoserinate hydrochloride Cl.ClC1=NC(=CC(=C1)COC([C@@H](N)CCOCC(C)C)=O)Cl.ClC1=CC=C(C=C1)S(=O)(=O)NC1=C(C(=O)NCC=2OC=CC2)C=CC=C1